BrC=1C(=CC(=C(C(=O)OC)C1)C)C(F)(F)F Methyl 5-bromo-2-methyl-4-(trifluoromethyl)benzoate